(R)-4-(7-(4-methoxytetrahydro-2H-pyran-4-yl)-2-(1H-pyrrolo[2,3-b]pyridin-4-yl)thieno[3,2-d]pyrimidin-4-yl)-3-methylmorpholine COC1(CCOCC1)C1=CSC2=C1N=C(N=C2N2[C@@H](COCC2)C)C2=C1C(=NC=C2)NC=C1